Racemic-5-cyclopropyl-4-((2,2-difluoro-6-(6-(methoxycarbonyl)pyridin-3-yl)-7-azaspiro[3.5]non-7-yl)methyl)-7-methyl-1H-indole-1-carboxylic acid tert-butyl ester C(C)(C)(C)OC(=O)N1C=CC2=C(C(=CC(=C12)C)C1CC1)CN1[C@H](CC2(CC(C2)(F)F)CC1)C=1C=NC(=CC1)C(=O)OC |r|